BrC1=C(C(=CC=C1)Cl)Cl 1-Bromo-2,3-dichlorobenzene